NC=1C=C(C=C(C1)C(F)(F)F)[C@@H](C)NC(=O)C1=NN(C(C=C1)=O)CCN(C)C N-[(1R)-1-[3-amino-5-(trifluoromethyl)phenyl]ethyl]-1-[2-(dimethylamino)ethyl]-6-oxo-pyridazine-3-carboxamide